2-(4-(3-((5-cyano-4-(4-fluorophenyl)thiazol-2-yl)(methyl)amino)-2-ethyl-8-fluoroimidazo[1,2-a]pyridin-6-yl)piperazin-1-yl)-N-methylacetamide C(#N)C1=C(N=C(S1)N(C1=C(N=C2N1C=C(C=C2F)N2CCN(CC2)CC(=O)NC)CC)C)C2=CC=C(C=C2)F